2-amino-6-(4-fluorophenyl)-5-(4-methyl-quinazolin-6-yl)nicotinic acid NC1=C(C(=O)O)C=C(C(=N1)C1=CC=C(C=C1)F)C=1C=C2C(=NC=NC2=CC1)C